ClC1=C(C(=CC=C1)Cl)S(=O)(=O)NCC(=O)O (2,6-dichlorobenzenesulfonylamino)-acetic acid